5-(4-Amino-5-(trifluoromethyl)pyrrolo[2,1-f][1,2,4]triazin-7-yl)-N-((3R,4S)-4-fluoro-1-((R)-3,3,3-trifluoro-2-methoxy-2-methylpropanoyl)pyrrolidin-3-yl)-2-methoxy-N-methylnicotinamid NC1=NC=NN2C1=C(C=C2C=2C=NC(=C(C(=O)N(C)[C@@H]1CN(C[C@@H]1F)C([C@@](C(F)(F)F)(C)OC)=O)C2)OC)C(F)(F)F